3-hydroxy-2,10-dimethoxy-13-methyl-5,6,7,8,13,13a-hexahydroisoquinolino[2,1-b]isoquinolin-9-yl 3-fluorobenzenesulfonate FC=1C=C(C=CC1)S(=O)(=O)OC1=C(C=CC=2C(C3N(CC12)CCC=1C=C(C(=CC13)OC)O)C)OC